(S)-8-fluoro-N-(4-(1-((4-methyl-4H-1,2,4-triazol-3-yl)thio)ethyl)pyridin-2-yl)quinoline-2-carboxamide FC=1C=CC=C2C=CC(=NC12)C(=O)NC1=NC=CC(=C1)[C@H](C)SC1=NN=CN1C